tert-Butyl 3-((3-(aminomethyl)phenyl)amino)azetidine-1-carboxylate NCC=1C=C(C=CC1)NC1CN(C1)C(=O)OC(C)(C)C